C1=CC=CC=2C3=CC=CC=C3C(C12)COC(=O)N1CCN(CC1)C1=C(C(=CC=C1)SC1=NC=C(N=C1N)Cl)Cl.CC1=C(C(=O)N[C@H](C)C2=CC=CC3=CC=CC=C23)C=C(C=C1)C=1C=NNC1 2-methyl-N-[(1R)-1-(1-naphthyl)ethyl]-5-(1H-pyrazol-4-yl)benzamide 9H-fluoren-9-ylmethyl-4-{3-[(3-amino-5-chloropyrazin-2-yl)sulfanyl]-2-chlorophenyl}piperazine-1-carboxylate